FC(OC[C@H](N)C1=CC(=CC=C1)OC(F)(F)F)F (1R)-2-(Difluoromethoxy)-1-[3-(trifluoromethoxy)phenyl]ethanamine